C(C)(C)N1C(C2N(C3=C1C=C(C=N3)C(F)(F)F)CCNC2)=O 5-isopropyl-3-(trifluoromethyl)-7,8,9,10-tetrahydro-5H-pyrazino[1,2-a]pyrido[3,2-e]pyrazin-6(6aH)-one